N1(C=CN=CC=C1)C=O 1,4-diazepine-1-carbaldehyde